3-chloro-5-[(2R)-2-[(2R,4S)-4-[(4-methanesulfonylphenoxy)methyl]-2-methylpyrrolidin-1-yl]propyl]benzonitrile ClC=1C=C(C#N)C=C(C1)C[C@@H](C)N1[C@@H](C[C@@H](C1)COC1=CC=C(C=C1)S(=O)(=O)C)C